1-(5-(4-amino-7-cyclopropyl-7H-pyrrolo[2,3-d]pyrimidin-5-yl)-2-methylimidazo[1,2-a]-pyridin-8-yl)-3-(5-(1-(tri-fluoromethyl)cyclopropyl)-isoxazol-3-yl)urea NC=1C2=C(N=CN1)N(C=C2C2=CC=C(C=1N2C=C(N1)C)NC(=O)NC1=NOC(=C1)C1(CC1)C(F)(F)F)C1CC1